N-[4-fluoro-5-(1-methyl-3,6-dihydro-2H-pyridin-4-yl)-2-[rac-(3R,5S)-3,4,5-trimethylpiperazin-1-yl]phenyl]-6-oxo-4-(trifluoromethyl)-1H-pyridine-3-carboxamide FC1=CC(=C(C=C1C=1CCN(CC1)C)NC(=O)C1=CNC(C=C1C(F)(F)F)=O)N1C[C@H](N([C@H](C1)C)C)C |r|